N,N'-bis[beta-(3,5-di-tert-butyl-4-hydroxyphenyl)propionyl]hydrazine tert-Butyl-((1r,4r)-4-(6-cyano-3-nitro-1H-indole-2-carboxamido)cyclohexyl)carbamate C(C)(C)(C)N(C(O)=O)C1CCC(CC1)NC(=O)C=1NC2=CC(=CC=C2C1[N+](=O)[O-])C#N.C(C)(C)(C)C=1C=C(C=C(C1O)C(C)(C)C)CCC(=O)NNC(CCC1=CC(=C(C(=C1)C(C)(C)C)O)C(C)(C)C)=O